N[C@@H]1[C@H](CCCC1)C1=C(C2=NC(=CC(=C2S1)NC\C=C/C)Cl)Cl 2-((1s,2s)-2-aminocyclohexyl)-N-((Z)-but-2-en-1-yl)-3,5-dichlorothieno[3,2-b]pyridin-7-amine